3-(1H-tetrazol-1-yl)propan-1-amine N1(N=NN=C1)CCCN